C1(CC1)C1=CC=C(C=N1)C(C)N1N=CC2=C(C=CC(=C12)C(=O)NC1CC2(CC(C2)C(=O)O)C1)C#CC 6-(1-(1-(6-cyclopropylpyridin-3-yl)ethyl)-4-(propan-1-yn-1-yl)-1H-indazole-7-carboxamido)spiro[3.3]heptane-2-carboxylic acid